ClC1=NC(=CC(=N1)C(=O)OCC)Cl Ethyl 2,6-dichloropyrimidine-4-carboxylate